(+/-)-N-{4-[(3-chloro-1-{[2-(trimethylsilyl)ethoxy]methyl}-1H-pyrrolo[2,3-b]pyridin-4-yl)oxy]-3,5-difluorophenyl}-N'-(4-hydroxybutan-2-yl)thiourea ClC1=CN(C2=NC=CC(=C21)OC2=C(C=C(C=C2F)NC(=S)N[C@H](C)CCO)F)COCC[Si](C)(C)C |r|